[Si](C)(C)(C(C)(C)C)NS(=O)(=O)C1=NN(C=C1)C\C=C\B1OC(C(O1)(C)C)(C)C (E)-N-(tert-butyldimethylsilyl)-1-(3-(4,4,5,5-tetramethyl-1,3,2-dioxaborolan-2-yl)allyl)-1H-pyrazole-3-sulfonamide